[Hg]=S.[Cd].[Te] tellurium Cadmium mercuric sulfide